ClC=1C=C(C=CC1F)C(CC1=NC(=NC(=N1)N[C@@H](CO)CC(C)C)NS(=O)(=O)C)C N-(4-(2-(3-Chloro-4-fluorophenyl)propyl)-6-(((R)-1-hydroxy-4-methylpentan-2-yl)amino)-1,3,5-triazin-2-yl)methanesulfonamide